N-[1-(4-fluoroanilino)indan-5-yl]prop-2-enamide FC1=CC=C(NC2CCC3=CC(=CC=C23)NC(C=C)=O)C=C1